NC1=NN2C(N=CC(=C2)Cl)=C1C(=O)NC=1C=NC=CC1N1CCC(CC1)N1CC(C1)N(C)C 2-amino-6-chloro-N-(4-(4-(3-(dimethylamino)azetidin-1-yl)piperidin-1-yl)pyridin-3-yl)pyrazolo[1,5-a]pyrimidine-3-carboxamide